C(C)OC1=CC(=NC=C1C#N)[C@H](C)N1C(C2=CC(=CC(=C2CC1)C=1C(=NNC1)C)CCN(C)CC)=O (S)-4-ethoxy-6-(1-(7-(2-(ethyl(methyl)amino)ethyl)-5-(3-methyl-1H-pyrazol-4-yl)-1-oxo-3,4-dihydroisoquinolin-2(1H)-yl)ethyl)nicotinonitrile